6-butoxy-N-(4-methoxybenzyl)-1-(4-(pyrrolidin-1-ylmethyl)benzyl)-1H-pyrazolo[3,4-d]pyrimidin-4-amine C(CCC)OC1=NC(=C2C(=N1)N(N=C2)CC2=CC=C(C=C2)CN2CCCC2)NCC2=CC=C(C=C2)OC